5-((6-(piperidin-1-yl)imidazo[1,2-b]pyridazin-3-yl)ethynyl)nicotinamide N1(CCCCC1)C=1C=CC=2N(N1)C(=CN2)C#CC=2C=NC=C(C(=O)N)C2